C(CCC)N1C(N(C(C(C1=O)=C(N)N)=O)C1CCC2(CN(C2)C(=O)OC(C)(C)C)CC1)=O tert-Butyl 7-(3-butyl-5-(diaminomethylene)-2,4,6-trioxotetrahydropyrimidin-1(2H)-yl)-2-azaspiro[3.5]nonane-2-carboxylate